C[C@H]1CNCCCN1S(=O)(=O)C2=CC=CC3=C2C(=CN=C3)C The molecule is a member of the class of isoquinolines that is the sulfonamide formed by the formal condensation of the sulfo group of 4-methylisoquinoline-5-sulfonic acid with the 1-amino group of (S)-2-methyl-1,4-diazepane. It has a role as an EC 2.7.11.1 (non-specific serine/threonine protein kinase) inhibitor. It is a member of isoquinolines and a N-sulfonyldiazepane. It is a conjugate base of a (S)-2-methyl-1-(4-methylisoquinoline-5-sulfonyl)-1,4-diazepane(2+).